(4-(((3R,3aR,6R,6aR)-6-methoxyhexahydrofuro[3,2-b]furan-3-yl)oxy)phenyl)propan-1-ol CO[C@@H]1CO[C@H]2[C@@H]1OC[C@H]2OC2=CC=C(C=C2)C(CC)O